(S,E)-N-benzylidene-2-methylpropane-2-sulfinamide C(/C1=CC=CC=C1)=N\[S@@](=O)C(C)(C)C